phenylethynyl-hydrazine Sulfate Salt S(=O)(=O)(O)O.C1(=CC=CC=C1)C#CNN